OCN1COC2=C(C1=O)C=CC(=C2)I 3-(hydroxymethyl)-7-iodo-2,3-dihydro-4H-benzo[e][1,3]oxazin-4-one